O=C1NC(=NC2=CC=CC=C12)NC=1C=C(C(=O)N)C=CC1 3-((4-oxo-3,4-dihydroquinazolin-2-yl)amino)benzamide